C(C)(C)(C)OC(=O)N1C(=CC=2C1=NC(=CC2)Cl)C2=NC=CC=C2C(F)(F)F 6-chloro-2-(3-(trifluoromethyl)pyridin-2-yl)-1H-pyrrolo[2,3-b]pyridine-1-carboxylic acid tert-butyl ester